O1CCN(CC1)S(=O)(=O)C=1C=C(C=CC1)NC1=NC=CC=N1 2-((3-(morpholinosulfonyl)phenyl)amino)pyrimidine